N-(3-aminopropyl)-2,3,4-trimethoxybenzamide NCCCNC(C1=C(C(=C(C=C1)OC)OC)OC)=O